C1(CCC1)CN1C(N(CC12CCC(CC2)(C2=CC=CC=C2)N(C)CC)CC=2C=C(C#N)C=CC2)=O 3-[[1-(cyclobutyl-methyl)-8-(ethyl-methyl-amino)-2-oxo-8-phenyl-1,3-diazaspiro[4.5]decan-3-yl]-methyl]-benzonitrile